NC=1C=2N(C(=C(N1)C1=C(C#N)C=CC=C1)Br)N=C(C2)Cl (4-amino-7-bromo-2-chloropyrazolo[1,5-a]pyrazin-6-yl)benzonitrile